tris(2-trifluoromethylallyl)phosphate FC(C(COP(=O)(OCC(=C)C(F)(F)F)OCC(=C)C(F)(F)F)=C)(F)F